rel-(2R,3R,4R,5s)-N-(6-((R)-2,2-dimethyl-1,3-dioxolan-4-yl)pyridin-3-yl)-3-(2-ethoxy-4-fluoro-3-methylphenyl)-4,5-dimethyl-5-(trifluoromethyl)tetrahydrofuran-2-carboxamide CC1(OC[C@H](O1)C1=CC=C(C=N1)NC(=O)[C@@H]1O[C@@]([C@@H]([C@@H]1C1=C(C(=C(C=C1)F)C)OCC)C)(C(F)(F)F)C)C |o1:15,17,18,19|